FC(C1=CC=C(O[C@@H]2C[C@H](NC2)CO)C=C1)(F)F ((2S,4R)-4-(4-(trifluoromethyl)phenoxy)pyrrolidin-2-yl)methanol